C(#N)[C@@]1(C(N(C[C@H]1C)C=1C=2N(N=CC1)C=C(C2)C2=CC=C(C(=N2)C)C#N)=O)C2CC2 6-[4-[(3R,4S)-3-cyano-3-cyclopropyl-4-methyl-2-oxopyrrolidin-1-yl]pyrrolo[1,2-b]pyridazin-6-yl]-2-methylpyridine-3-carbonitrile